BrC1=CC=C2C(=NNC2=C1)C(=O)NC 6-bromo-N-methyl-1H-indazole-3-carboxamide